methyl 2-[3-[(Z)-1-acetyl-2-hydroxy-prop-1-enyl]pyrazolo[1,5-a]pyridin-5-yl]thiazole-5-carboxylate C(C)(=O)\C(=C(\C)/O)\C=1C=NN2C1C=C(C=C2)C=2SC(=CN2)C(=O)OC